CN(C1=CC=C(C(=N1)[C@@H](C)NC(CC)=O)F)C N-[(1R)-1-[6-(dimethylamino)-3-fluoropyridin-2-yl]ethyl]propanamide